methyl 2-[benzyl(methyl)amino]-3-[tert-butyl(diphenyl)silyl]oxy-propanoate C(C1=CC=CC=C1)N(C(C(=O)OC)CO[Si](C1=CC=CC=C1)(C1=CC=CC=C1)C(C)(C)C)C